C(C)(C)(C)N1C(CN(CC1)C=1N=C(SC1SC(C)C)N1N=C(C(=C1C(=O)O)C1=CC(=CC=C1)F)C)=O 1-(4-(4-(tert-butyl)-3-oxopiperazin-1-yl)-5-(isopropylthio)thiazol-2-yl)-4-(3-fluorophenyl)-3-methyl-1H-pyrazole-5-carboxylic acid